NC1=CC=C(C(=C1C(=O)N(C)C)F)C=1C(=C2C(=NC1)NC[C@]21C[C@H](CC1)N1N=CC=C1N)Cl 6-Amino-3-((1R,3S)-3-(5-amino-1H-pyrazol-1-yl)-4'-chloro-1',2'-dihydrospiro[cyclopentane-1,3'-pyrrolo[2,3-b]pyridin]-5'-yl)-2-fluoro-N,N-dimethylbenzamide